N-(3-methoxy-5-((2'-methoxy-[3,4'-bipyridin]-2-yl)oxy)phenyl)acetamide tert-butyl-4-(4-bromo-2,6-dimethoxy-benzoyl)piperazine-1-carboxylate C(C)(C)(C)OC(=O)N1CCN(CC1)C(C1=C(C=C(C=C1OC)Br)OC)=O.COC=1C=C(C=C(C1)OC1=NC=CC=C1C1=CC(=NC=C1)OC)NC(C)=O